4-(2-chloro-8-oxo-7,8-dihydro-9H-purin-9-yl)cyclohexane-1-carbonitril ClC1=NC=C2NC(N(C2=N1)C1CCC(CC1)C#N)=O